2-(6-methoxy-2-(2-methoxy-7-methylquinoxalin-5-yl)benzo[d]thiazol-4-yl)propan-2-ol dimethyl-(1R,2R)-cyclobutane-1,2-dicarboxylate C[C@@]1([C@@](CC1)(C(=O)O)C)C(=O)O.COC1=CC2=C(N=C(S2)C2=C3N=CC(=NC3=CC(=C2)C)OC)C(=C1)C(C)(C)O